(R)-5-(6-(5-methyl-6,7-dihydro-5H-pyrrolo[2,1-c][1,2,4]triazol-3-yl)pyridin-2-yl)-2-(pyrazin-2-yl)-2,5-dihydro-4H-pyrazolo[4,3-c]pyridin-4-one C[C@@H]1CCC2=NN=C(N21)C2=CC=CC(=N2)N2C(C=1C(C=C2)=NN(C1)C1=NC=CN=C1)=O